BrC1=CC=C2C(=NC=3N(C2=C1)C=NN3)N3CCCC1=CC=CC=C31 8-bromo-5-(3,4-dihydroquinolin-1(2H)-yl)-[1,2,4]triazolo[4,3-a]quinazoline